8-Chloro-2-(m-trifluoromethoxyphenyl)-1,2-dihydro-2,3,7-triaza-1-bora-1-naphthol ClC=1N=CC=C2C=NN(B(C12)O)C1=CC(=CC=C1)OC(F)(F)F